BrC1=CC=C2C(C=COC2=C1)=O 7-bromo-chromone